C(C=C)OC(COCCC(C)C)=O Allyl-2-isoamyloxyacetat